BrC1=CC=C(C2=C1N=NN2COCC[Si](C)(C)C)N2C[C@@H](N([C@H](C2)C)C(=O)OC(C)(C)C)C tert-butyl (2S,6S)-4-[7-bromo-3-(2-trimethylsilylethoxymethyl)benzotriazol-4-yl]-2,6-dimethyl-piperazine-1-carboxylate